C1(=CC=CC=C1)NP(OC1=C(C=CC=C1OC)OC)(=O)C1=CC=CC=C1 2,6-dimethoxyphenyl N,P-diphenylphosphonamidate